(Z)-3-(iodomethylene)-4,5,6,7-tetrahydroisobenzofuran-1(3H)-one I\C=C\1/OC(C=2CCCCC12)=O